FC(CC[C@H]1CN(C2=C(S([C@H]1F)(=O)=O)C=C(C(=C2)SC)O)C2=CC(=CC=C2)F)(C)F |r| rac-(2R,3S)-3-(3,3-difluorobutyl)-2-fluoro-5-(3-fluorophenyl)-8-hydroxy-7-(methylthio)-2,3,4,5-tetrahydrobenzo[b][1,4]thiazepine 1,1-dioxide